CC(C)C1=CC=C(C=C1)CN(C([O-])=O)C 4-(propan-2-yl)phenyldimethylcarbamate